2-(2-chlorophenyl)-N-(3-(1-methyl-1H-pyrazol-4-yl)-5-(methylsulfonyl)phenyl)acetamide ClC1=C(C=CC=C1)CC(=O)NC1=CC(=CC(=C1)S(=O)(=O)C)C=1C=NN(C1)C